O=C(CNC(=O)C=1C=2C[C@H]3[C@@H](C2N(N1)C1=C(C=C(C=C1)F)F)C3)C3=CC=CC=C3 (1aS,5aS)-2-(2,4-Difluoro-phenyl)-1a,2,5,5a-tetrahydro-1H-2,3-diaza-cyclopropa[a]pentalene-4-carboxylic acid (2-oxo-2-phenyl-ethyl)-amide